5-((7-bromo-8-fluoro-6-iodo-2-(methylthio)-3-nitroquinolin-4-yl)(tert-butoxycarbonyl)amino)-2-azabicyclo[2.1.1]hexane-2-carboxylate BrC1=C(C=C2C(=C(C(=NC2=C1F)SC)[N+](=O)[O-])N(C1C2CN(C1C2)C(=O)[O-])C(=O)OC(C)(C)C)I